4,6-Dibromo-di-O-tert-Butyldimethylsilyl-5-Pentylresorcin BrC1=C(C=C(O[Si](C)(C)C(C)(C)C)C(=C1CCCCC)Br)O[Si](C)(C)C(C)(C)C